BrC1=CC=C(C(F)F)C=C1 4-bromo-α,α-difluorotoluene